Methyl (S)-2-(4-(2-acetyl-5-chlorophenyl)-3-methoxy-6-oxopyridazin-1(6H)-yl)-3-phenylpropionate C(C)(=O)C1=C(C=C(C=C1)Cl)C=1C(=NN(C(C1)=O)[C@H](C(=O)OC)CC1=CC=CC=C1)OC